N-(6-chloro-1-(3-(3-hydroxyphenyl)prop-2-yn-1-yl)-3-methyl-2,4-dioxo-1,2,3,4-tetrahydropyrimidin-5-yl)-3-(4-isopropylphenyl)propanamide ClC1=C(C(N(C(N1CC#CC1=CC(=CC=C1)O)=O)C)=O)NC(CCC1=CC=C(C=C1)C(C)C)=O